CC(CN1CC2(CCN3N=C(C=C32)C=3C=NC2=CC=CC=C2C3)C1)C 1-(2-methylpropyl)-2'-(quinolin-3-yl)-5',6'-dihydrospiro[azetidine-3,4'-pyrrolo[1,2-b]pyrazole]